C1(CC1)N(C(C(=O)O)CO)CC1=C(C=C(C=C1)OC)OC 2-[Cyclopropyl-[(2,4-dimethoxyphenyl)methyl]amino]-3-hydroxy-propanoic acid